C(CCC)OC([O-])=O.[NH+]=1CCCN2C1CCCCC2 2,3,4,6,7,8,9,10-octahydropyrimido[1,2-a]azepin-1-ium butyl-carbonate